NC1=C(C=C(C(=N1)F)C1=NC=C(C=C1)N1CCN(CC1)C(C)C)C=1C=C2CCNC(C2=CC1F)=O 6-(6'-Amino-2'-fluoro-5-(4-isopropylpiperazin-1-yl)-[2,3'-bipyridin]-5'-yl)-7-fluoro-3,4-dihydroisoquinolin-1(2H)-one